O=C1NC(C2N(C1)SS2)=O EPIDITHIODIKETOPIPERAZINE